ClC=1C=C(C=2N(N1)C(=CN2)F)[C@@H]2[C@H](C2)C2=C(C=C(C#N)C=C2F)F 4-((1S,2S)-2-(6-chloro-3-fluoroimidazo[1,2-b]pyridazin-8-yl)cyclopropyl)-3,5-difluorobenzonitrile